n-butyl-(dimethylsilyloxy)[(trimethylsiloxy)dimethylsiloxy]silane C(CCC)[SiH](O[Si](C)(C)O[Si](C)(C)C)O[SiH](C)C